CC=1N=C(SC1)N1N=CC(=C1C(F)(F)F)C(=O)O 1-(4-methylthiazol-2-yl)-5-(trifluoromethyl)-1H-pyrazole-4-carboxylic acid